(1s,3s)-3-(Methylcarbamoyl)cyclobutyl (8-amino-7-fluoro-6-(8-methyl-2,3-dihydro-1H-pyrido[2,3-b][1,4]oxazin-7-yl)isoquinolin-3-yl)carbamate NC=1C(=C(C=C2C=C(N=CC12)NC(OC1CC(C1)C(NC)=O)=O)C1=C(C2=C(OCCN2)N=C1)C)F